OCC=1C=CC(=NC1C(F)(F)F)C1=CC=C(C=C1)CN1C(COCC1)=O 4-[[4-[5-(hydroxymethyl)-6-(trifluoromethyl)-2-pyridinyl]phenyl]methyl]morpholin-3-one